7-bromo-3-(difluoromethyl)quinolineoctanoic acid BrC1=CC=C2C=C(C(=NC2=C1)CCCCCCCC(=O)O)C(F)F